tert-butyl (R)-(1-(2-amino-6-(1-methyl-1H-pyrazol-5-yl)pyrimidin-4-yl)pyrrolidin-3-yl)(methyl)carbamate NC1=NC(=CC(=N1)N1C[C@@H](CC1)N(C(OC(C)(C)C)=O)C)C1=CC=NN1C